3-bromo-2-(methoxymethoxy)bicyclo[4.2.0]octa-1,3,5-triene BrC=1C(=C2CCC2=CC1)OCOC